(S)-N-((2'-chloro-4-(3-(5-(trifluoromethyl)pyridin-2-yloxy)pyrrolidin-1-yl)biphenyl-3-yl)methyl)acetamide ClC1=C(C=CC=C1)C1=CC(=C(C=C1)N1C[C@H](CC1)OC1=NC=C(C=C1)C(F)(F)F)CNC(C)=O